C(#N)C1=CC(=C(C(=O)NC=2C=C3C(=NNC3=CC2)C2=COC=C2)C=C1)O 4-cyano-N-(3-(furan-3-yl)-1H-indazol-5-yl)-2-hydroxybenzamide